N,N-dimethyl-(2-ethylhexyl)amine CN(C)CC(CCCC)CC